(S)-9-ethyl-5-fluoro-9-hydroxy-16-methyl-2,3,12,15-tetrahydro-[1,4]oxazino[3,2-f]pyrano[3',4':6,7]indolizino[1,2-b]quinoline-10,13(1H,9H)-dione C(C)[C@]1(C(OCC=2C(N3CC=4C(=NC5=CC(=C6C(=C5C4C)NCCO6)F)C3=CC21)=O)=O)O